N1(CCNCC1)C1=C2C=CNC2=CC(=C1)C#N 4-(piperazin-1-yl)-1H-indole-6-carbonitrile